C(C)O[Si](CCCN=C=O)(OCC)OCC 3-(triethoxysilyl)propyl-isocyanic acid